FC1(C[C@H](NC1=O)COC1=NC=C(C2=CC(=C(C=C12)OC(C)C)C(=O)N)C#C[C@@H]1C[C@@H](C1)N(C)C)F 1-(((S)-4,4-difluoro-5-oxopyrrolidin-2-yl)methoxy)-4-((cis-3-(dimethylamino)cyclobutyl)ethynyl)-7-isopropoxyisoquinoline-6-carboxamide